D-glucosyl phosphate P(=O)(OC1[C@H](O)[C@@H](O)[C@H](O)[C@H](O1)CO)([O-])[O-]